Octanedioyl Dichloride C(CCCCCCC(=O)Cl)(=O)Cl